C[C@H](C(=O)O[C@H](C)C(=O)O)N The molecule is a D-alanyl ester that results from the formal condensation of the alcoholic hydroxy group of (2R)-lactic acid with the carboxylic acid group of D-alanine. It is a depsipeptide and a D-alanyl ester. It derives from a (R)-lactic acid. It is a tautomer of a D-alanyl-(R)-lactic acid zwitterion.